(3,5-diethoxy-4-methylphenyl)methanol C(C)OC=1C=C(C=C(C1C)OCC)CO